beta-farnesene CCC(=C)CC\C=C(/C)\CCC=C(C)C